3-(3,4-dichlorophenoxy)-1-(thiophen-2-yl)-N,N-dimethylpropylamine ClC=1C=C(OCCC(C=2SC=CC2)N(C)C)C=CC1Cl